[1,3,5]triazinane N1CNCNC1